2,4-bis(2-methoxyphenyl)-6-[2-hydroxy-4-(2-acryloyloxyethoxy)phenyl]-s-triazine COC1=C(C=CC=C1)C1=NC(=NC(=N1)C1=C(C=CC=C1)OC)C1=C(C=C(C=C1)OCCOC(C=C)=O)O